OC(CN(CCCCC(=O)OCCN1CCN(CC1)CCSC(CCCCN(CC(CCCCCCCC)O)CC(CCCCCCCC)O)=O)CC(CCCCCCCC)O)CCCCCCCC 2-(4-(2-((5-(bis(2-hydroxydecyl)amino)pentanoyl)thio)ethyl)piperazin-1-yl)ethyl 5-(bis(2-hydroxydecyl)amino)pentanoate